FC1=C(C=CC=C1)C(C)(C)NC(CC1N(CCC1)C)=O N-(2-(2-fluorophenyl)propan-2-yl)-2-(1-methyl-pyrrolidin-2-yl)acetamide